2,2'-(1,3-phenylene)bis(1-(2-(2-ethoxyethoxy)ethoxy)propan-2-ol) C1(=CC(=CC=C1)C(COCCOCCOCC)(C)O)C(COCCOCCOCC)(C)O